COC(=O)C=1N=CN(C1)C1=CC(=NC=C1)NC=1C=CC2=C(CCO2)C1 1-(2-((2,3-Dihydrobenzofuran-5-yl)amino)pyridin-4-yl)-1H-imidazole-4-carboxylic acid methyl ester